S1C(=NC2=C1C=CC=C2)NC2=C(C=C(N=N2)N(C=2SC(=C(N2)C(=O)O)CCCOC2=C(C=C(C=C2)C#CCN(C)CCCCO)F)C)C 2-[[6-(1,3-benzothiazol-2-ylamino)-5-methyl-pyridazin-3-yl]-methyl-amino]-5-[3-[2-fluoro-4-[3-[4-hydroxybutyl(methyl)amino]prop-1-ynyl]phenoxy]propyl]thiazole-4-carboxylic acid